2-(2-tert-butoxyethoxy)-2,4,4-trimethyl-pentane C(C)(C)(C)OCCOC(C)(CC(C)(C)C)C